(E)-5-(8-(7-Acetyl-3-ethyl-5,6,7,8-tetrahydroimidazo[1,5-a]pyrazin-1-yl)isoquinolin-3-yl)-N-(3-(3-((2,6-dioxopiperidin-3-yl)carbamoyl)-2-fluorophenyl)allyl)picolinamide C(C)(=O)N1CC=2N(CC1)C(=NC2C=2C=CC=C1C=C(N=CC21)C=2C=CC(=NC2)C(=O)NC\C=C\C2=C(C(=CC=C2)C(NC2C(NC(CC2)=O)=O)=O)F)CC